FC(OC1=CC2=C(N=C(O2)C=2C(=C(C=CC2)C2=C(C(=CC=C2)C=2OC3=C(N2)C=C(C(=C3)OC(F)F)CN3CC(CC3)(C)C)C)C)C=C1CN1[C@@H](CCC1)C(=O)O)F ((6-(difluoromethoxy)-2-(3'-(6-(difluoromethoxy)-5-((3,3-dimethylpyrrolidin-1-yl)methyl)benzo[d]oxazol-2-yl)-2,2'-dimethyl-[1,1'-biphenyl]-3-yl)benzo[d]oxazol-5-yl)methyl)-L-proline